BrCC(C(=O)OC)=C methyl 2-(bromo-methyl)acrylate